N,N,N',N'-tetrabenzylthiuram disulfide C(C1=CC=CC=C1)N(C(=S)SSC(=S)N(CC1=CC=CC=C1)CC1=CC=CC=C1)CC1=CC=CC=C1